FC(C1C2CCC(CC1)N2)(F)F 2-(trifluoromethyl)-8-azabicyclo[3.2.1]octan